C(C)(C)N(S(=O)(=O)C1=CC(=CC=C1)C(=O)N1CC2(C3=CC(=CC=C13)NS(=O)(=O)C)CCCCC2)C N-isopropyl-N-methyl-3-(5'-(methylsulfonamido)spiro[cyclohexane-1,3'-indoline]-1'-carbonyl)benzenesulfonamide